C(C)(C)(C)OC(N(C=1OC=C(N1)C(NS(N(C)C)(=O)=O)=O)C1=C2CCCC2=C(C=2CCCC12)Cl)=O (8-chloro-1,2,3,5,6,7-hexahydro-s-indacen-4-yl)(4-((N,N-dimethylsulfamoyl)carbamoyl)oxazol-2-yl)carbamic acid tert-butyl ester